O1CC(C1)N1N=NC(=C1)C(=O)NCC=1SC(=NN1)C1=CC=CC=C1 1-(oxetan-3-yl)-N-((5-phenyl-1,3,4-thiadiazol-2-yl)methyl)-1H-1,2,3-triazole-4-carboxamide